P(=O)(OC(C)(C)C)(OC(C)(C)C)[O-] di-tertbutyl phosphate